(R)-N-(1-(3-amino-5-(trifluoromethyl)phenyl)ethyl)-7-(3,6-dihydro-2H-pyran-4-yl)imidazo[1,2-a]quinazolin-5-amine NC=1C=C(C=C(C1)C(F)(F)F)[C@@H](C)NC1=NC=2N(C3=CC=C(C=C13)C=1CCOCC1)C=CN2